OCCC=1C=C(C=CC1N1CCN(CC1)C)NC(=O)C=1C(NC=CC1NC1=C(C2=C(OCCN2)N=C1)C)=O N-(3-(2-hydroxyethyl)-4-(4-methylpiperazin-1-yl)phenyl)-4-((8-methyl-2,3-dihydro-1H-pyrido[2,3-b][1,4]oxazin-7-yl)amino)-2-oxo-1,2-dihydropyridine-3-carboxamide